(6R,9S)-2-(8-ethyl-3-(methoxymethoxy)naphthalen-1-yl)-12-fluoro-5a,6,7,8,9,10-hexahydro-5H-4-oxa-3,10a,11,13,14-pentaaza-6,9-methanonaphtho[1,8-ab]heptalene C(C)C=1C=CC=C2C=C(C=C(C12)C=1C=C2N=C(N=C3C2=C(OCC2[C@H]4CC[C@@H](CN32)N4)N1)F)OCOC